CS(=O)(=O)N1CCC(CC1)N 1-(methylsulfonyl)-4-piperidinylamine